perfluorobutyl-methanesulfonic acid triphenylsulfonium salt C1(=CC=CC=C1)[S+](C1=CC=CC=C1)C1=CC=CC=C1.FC(S(=O)(=O)[O-])(C(C(C(C(F)(F)F)(F)F)(F)F)(F)F)F